ClC(Cl)(Cl)[Cu] trichloromethyl-copper